C1[C@H]([C@@H](C(=O)C[C@]1(C(=O)O)O)O)O 3-dehydroquinic acid